(S)-N-(8-cyano-5-methyl-4-oxo-2,3,4,5-tetrahydrobenzo[b][1,4]oxazepin-3-yl)-6-methyl-4-oxo-1-phenyl-1,4-dihydropyridazine-3-carboxamide C(#N)C=1C=CC2=C(OC[C@@H](C(N2C)=O)NC(=O)C2=NN(C(=CC2=O)C)C2=CC=CC=C2)C1